(E)-2,8-dibenzyl-6-(4-hydroxystyryl)imidazo[1,2-a]pyrazin-3(7H)-one C(C1=CC=CC=C1)C1=NC=2N(C=C(NC2CC2=CC=CC=C2)\C=C\C2=CC=C(C=C2)O)C1=O